ClC=1C(=C(C=CC1)C1=C(C2=C(C=3C=CNC3C=C2)CCC1)C1=CC=C(C=C1)OC1CN(C1)CCCF)C 7-(3-chloro-2-methylphenyl)-6-(4-((1-(3-fluoropropyl)azetidin-3-yl)oxy)phenyl)-3,8,9,10-tetrahydrocyclohepta[e]indole